CC1(COBO1)C 5,5-dimethyl-[1,3,2]dioxaborolane